1-(6-((2R,6R)-2,6-diethylmorpholino)-2-methylpyridin-3-yl)cyclohexane-1,4-diamine C(C)[C@H]1O[C@@H](CN(C1)C1=CC=C(C(=N1)C)C1(CCC(CC1)N)N)CC